methyl 2-[(1R,3R,5S)-3-([2-[5-cyclopropyl-3-(2,6-dichlorophenyl)-1,2-oxazol-4-yl]acetyl]oxy)-8-azabicyclo[3.2.1]octan-8-yl]-4-fluoro-1,3-benzothiazole-6-carboxylate C1(CC1)C1=C(C(=NO1)C1=C(C=CC=C1Cl)Cl)CC(=O)OC1C[C@H]2CC[C@@H](C1)N2C=2SC1=C(N2)C(=CC(=C1)C(=O)OC)F